2-bromo-4-((1S,2S)-2-(tert-butyldimethylsilyloxy)cyclopentyl)pyridine BrC1=NC=CC(=C1)[C@H]1[C@H](CCC1)O[Si](C)(C)C(C)(C)C